C(CC)OCOCC\C=C/CC[Mg]Cl (3Z)-6-(propoxymethoxy)-3-hexenylmagnesium chloride